4-formyl-1-(4-methoxybenzyl)-1H-imidazole-5-carboxylic acid methyl ester COC(=O)C1=C(N=CN1CC1=CC=C(C=C1)OC)C=O